C(=C)OC1(CC2=CC[C@H]3[C@@H]4CC[C@H](C(C)=O)[C@]4(CC[C@@H]3[C@]2(CC1)C)C)OC=C pregna-5-ene-3,20-dione divinyl ketal